FC1=CC=C(C=C1)C(CNC1=NC=C(C=N1)C(=O)O)(C)C 2-{[2-(4-fluorophenyl)-2-methylpropyl]amino}pyrimidine-5-carboxylic acid